O1N=C(CC12CCCCC2)CC2C(C(C(C(O2)CO)O)N2N=NC(=C2)C2=CC(=C(C(=C2)F)Cl)F)OC 6-((1-oxa-2-azaspiro[4.5]dec-2-en-3-yl)methyl)-4-(4-(4-chloro-3,5-difluorophenyl)-1H-1,2,3-triazol-1-yl)-2-(hydroxymethyl)-5-methoxytetrahydro-2H-pyran-3-ol